2-((cyclobutylmethyl)thio)benzothiazole C1(CCC1)CSC=1SC2=C(N1)C=CC=C2